C1(=CC=CC=C1)N1C2=CC=CC=C2C2=CC=C3C(=C12)NC=1C=CC=CC13 11-phenyl-11,12-dihydroindolo[2,3-a]carbazole